2-[2-deoxy-2-fluoro-3,5-bis-O-(oxan-2-yl)-β-D-ribofuranosyl]-2,7,8,9-tetrahydro-6-thia-2,3,5-triazabenzo[cd]azulene F[C@H]1[C@@H](O[C@@H]([C@H]1OC1OCCCC1)COC1OCCCC1)N1C=C2CCCSC=3C2=C1N=CN3